2-(((1S)-1-(5-(2,3-bis(4-chlorophenyl)cyclopropyl)-1,2,4-oxadiazol-3-yl)ethyl)carbamoyl)-4-methoxypyridin-3-yl isobutyrate C(C(C)C)(=O)OC=1C(=NC=CC1OC)C(N[C@@H](C)C1=NOC(=N1)C1C(C1C1=CC=C(C=C1)Cl)C1=CC=C(C=C1)Cl)=O